tris(dibutylamino)trimethylolpropane tetraacrylate C(C=C)(=O)O.C(C=C)(=O)O.C(C=C)(=O)O.C(C=C)(=O)O.C(CCC)N(CCCC)C(CC(CO)(CO)CO)(N(CCCC)CCCC)N(CCCC)CCCC